ClC=1C(=C(C=CC1F)N(C(=O)[C@H]1N(C([C@@H]([C@@H]1O)O)=O)C1=NC(=CC(=C1)C(F)(F)F)C)C)F (2S,3R,4R)-N-(3-chloro-2,4-difluorophenyl)-3,4-dihydroxy-N-methyl-1-(6-methyl-4-(trifluoromethyl)pyridin-2-yl)-5-oxopyrrolidine-2-carboxamide